ClC=1C(=NC(=NC1)NC1=CNOC=C1)C1=CC=C2CN(C(C2=C1)=O)C(C(=O)O)COC 2-(6-(5-chloro-2-((oxazin-4-yl)amino)pyrimidin-4-yl)-1-oxoisoindolin-2-yl)-3-methoxypropionic acid